3-(5-methoxy-2-methyl-4-nitrophenyl)-3,9-diazaspiro[5.5]undecane COC=1C(=CC(=C(C1)N1CCC2(CC1)CCNCC2)C)[N+](=O)[O-]